3-(3,4-Dimethoxyphenyl)-9,9-dimethyl-8,9,10,12-tetrahydro-4H,11H-pyrano[2,3-a]xanthene-4,11-dione COC=1C=C(C=CC1OC)C=1C(C=2C(=C3CC=4C(CC(CC4OC3=CC2)(C)C)=O)OC1)=O